FC(OC1=CC=C(C=C1)C=1C(=C(C=C(C1)C)C(N(C)CC)=N)NC)F (4-(difluoromethoxy)phenyl((methyl)amino)-5-methylphenyl)-N-ethyl-N-methylformimidamid